FC(C=1C=NC(=NC1)N1CCN(CC1)C(=O)C1(CNC1)C#N)(F)F 3-(4-(5-(trifluoromethyl)pyrimidin-2-yl)piperazine-1-carbonyl)azetidine-3-carbonitrile